(4,5-dibromobiphenyl-2-yl)boric acid BrC1=CC(=C(C=C1Br)C1=CC=CC=C1)OB(O)O